CN1CC=2N(CC1=O)N=C(C2)NC=2C(N(C=C(C2)B2OC(C(O2)(C)C)(C)C)C)=O 5-Methyl-2-(1-methyl-2-oxo-5-(4,4,5,5-tetramethyl-1,3,2-dioxaborolan-2-yl)-1,2-dihydropyridin-3-ylamino)-4,5-dihydropyrazolo[1,5-a]pyrazin-6(7H)-one